1-{[(2S)-1-(cyanoacetyl)azetidin-2-yl]methoxy}-7-(propan-2-yloxy)isoquinoline-6-carboxamide C(#N)CC(=O)N1[C@@H](CC1)COC1=NC=CC2=CC(=C(C=C12)OC(C)C)C(=O)N